NC1=CC=C(C(=C1C(=O)N(C)C)F)C=1C(=C2C(=NC1)NC[C@@]21C[C@](CC1)(C1=NC(=NO1)C)C)Cl 6-Amino-3-((1S,3S)-4'-chloro-3-methyl-3-(3-methyl-1,2,4-oxadiazol-5-yl)-1',2'-dihydrospiro[cyclopentane-1,3'-pyrrolo[2,3-b]pyridin]-5'-yl)-2-fluoro-N,N-dimethylbenzamide